N1=C(C=CC=C1)C=1C(=NC=CC1)O pyridyl-(pyridinol)